BrC=1C=NN(C1)C1C(CN(CC1)C1COC1)O 4-(4-bromo-1H-pyrazol-1-yl)-1-(oxetan-3-yl)piperidin-3-ol